(2E,4E)-1-(piperidin-1-yl)-5-(3,4,5-trimethoxyphenyl)penta-2,4-dien-1-one N1(CCCCC1)C(\C=C\C=C\C1=CC(=C(C(=C1)OC)OC)OC)=O